2-((2S)-1-(2-fluoroacryloyl)-4-(2-((tetrahydro-1H-pyrrolizin-7a(5H)-yl)methoxy)-7-(1,1a,6,6a-tetrahydrocyclopropa[a]inden-2-yl)quinazolin-4-yl)piperazin-2-yl)acetonitrile FC(C(=O)N1[C@H](CN(CC1)C1=NC(=NC2=CC(=CC=C12)C1=CC=CC=2CC3C(C12)C3)OCC31CCCN1CCC3)CC#N)=C